4-(1-((5-methoxy-7-methyl-1H-indol-4-yl)methyl)-4-methylpiperidin-2-yl)-5,6,7,8-tetrahydro-naphthalene-1-carboxylic acid COC=1C(=C2C=CNC2=C(C1)C)CN1C(CC(CC1)C)C1=CC=C(C=2CCCCC12)C(=O)O